bistrimethylsilyltelluride C[Si](C)(C)[Te][Si](C)(C)C